C1(=CC=C(C=C1)C=1N=NN(C1)CC(=O)NC1=C(C=C(C=C1Cl)Cl)Cl)C 2-(4-(p-tolyl)-1H-1,2,3-triazol-1-yl)-N-(2,4,6-trichlorophenyl)acetamide